NC=1C=C(C#N)C=CC1NC1CC(C1)C=1NC(C2=C(N1)CCSC2)=O (E)-3-amino-4-(((1r,3r)-3-(4-oxo-3,5,7,8-tetrahydro-4H-thiopyrano[4,3-d]pyrimidin-2-yl)cyclobutyl)amino)benzonitrile